(S)-5-methoxy-4-((2-(4-(methoxycarbonyl)phenyl)-4-(1-ethyl-1H-pyrazol-4-yl)piperidin-1-yl)methyl)-7-methyl-1H-indole-1-carboxylic acid tert-butyl ester C(C)(C)(C)OC(=O)N1C=CC2=C(C(=CC(=C12)C)OC)CN1[C@@H](CC(CC1)C=1C=NN(C1)CC)C1=CC=C(C=C1)C(=O)OC